FC(N1N=C(C=C1)C1=C(C=NC(=C1)C1=CC(=CC=C1)F)CNC(CC)=O)F N-((4-(1-(difluoromethyl)-1H-pyrazol-3-yl)-6-(3-fluorophenyl)pyridin-3-yl)methyl)propionamide